ClC1=CC=C(S1)S(=O)(=O)N1CCC2(C(NCN2C2=CC=C(C=C2)F)=O)CC1 8-((5-Chlorothiophen-2-yl)sulfonyl)-1-(4-fluorophenyl)-1,3,8-triazaspiro[4.5]decan-4-on